C(#C)[C@]1([C@H](O[C@@H]2OC(O[C@@H]21)(C)C)CO)O (3aR,5R,6R,6aR)-6-ethynyl-5-(hydroxymethyl)-2,2-dimethyl-tetrahydrofuro[2,3-d][1,3]dioxol-6-ol